OC1=C(C=C(C=C1C(C)(C)C1=CC=CC=C1)C(C)(C)CC(C)(C)C)N1N=C2C(=N1)C=CC=C2 2-(2'-hydroxy-3'-cumyl-5'-tert-octyl-phenyl)benzotriazole